NC1=C(C(=C(C=C1)C=1C(=C2C(=NC1)NC[C@]21C[C@@H](CC1)N1N=CC(=C1)C(=O)N)Cl)F)C(N(C)C)=O 1-((1R,3R)-5'-(4-Amino-3-(dimethylcarbamoyl)-2-fluorophenyl)-4'-chloro-1',2'-dihydrospiro[cyclopentane-1,3'-pyrrolo[2,3-b]pyridin]-3-yl)-1H-pyrazole-4-carboxamide